N-((2R,3S)-1-(3-((2-(3-chloro-1-methyl-1H-pyrazol-4-yl)pyrimidin-4-yl)amino)-5-isopropylisoquinolin-8-yl)-2-methylazetidin-3-yl)-N-methyl-methanesulfonamide ClC1=NN(C=C1C1=NC=CC(=N1)NC=1N=CC2=C(C=CC(=C2C1)C(C)C)N1[C@@H]([C@H](C1)N(S(=O)(=O)C)C)C)C